[Li+].[Li+].C(C(C)C)C1CC(C(CC1)C(=O)[O-])C(=O)[O-] 4-isobutylcyclohexane-1,2-dicarboxylic acid, dilithium salt